N-(1,1-dimethylsilinan-4-yl)-4-fluoro-1H-pyrrolo[2,3-b]pyridine-2-carboxamide C[Si]1(CCC(CC1)NC(=O)C1=CC=2C(=NC=CC2F)N1)C